C1(CC1)C1=C(C=C(C=N1)C1=CC(=C2C(=N1)N=C(N2)C=2N=CC(=NC2)N2CCCCC2)N(C)CC2(CCCC2)COC)C(F)(F)F 1-(5-{5-[6-Cyclopropyl-5-(trifluoromethyl)pyridin-3-yl]-7-[{[1-(methoxymethyl)cyclopentyl]methyl}(methyl)amino]-1H-imidazo[4,5-b]pyridin-2-yl}pyrazin-2-yl)piperidin